NC[C@H]1CC[C@H](CO1)NC(OC(C)(C)C)=O tert-butyl N-[(3R,6R)-6-(aminomethyl)oxan-3-yl]carbamate